BrC1=CC2=C(NC([C@H](CC2)NC(OC(C)(C)C)=O)=O)N=C1 tert-butyl (S)-(3-bromo-8-oxo-6,7,8,9-tetrahydro-5H-pyrido[2,3-b]azepin-7-yl)carbamate